CC1=NC(=CC(=C1)C=1NC2=CC=C(C=C2C1C(C)C)C1CCN(CC1)C(CNC1COCC1)=O)C 1-(4-(2-(2,6-dimethylpyridin-4-yl)-3-isopropyl-1H-indol-5-yl)piperidin-1-yl)-2-((tetrahydrofuran-3-yl)amino)ethan-1-one